perfluoro-carboxylic acid copper salt [Cu+2].FC(=O)[O-].FC(=O)[O-]